(2-hydroxy-4-(trifluoromethoxy)phenyl)urea OC1=C(C=CC(=C1)OC(F)(F)F)NC(=O)N